(1R,3R)-3-((S)-2-((5-Chloropyrimidin-2-yl)methyl)-6-(methoxycarbonyl)-7-methyl-6,7,8,9-tetrahydro-3H-imidazo[4,5-f]chinolin-3-yl)cyclohexan ClC=1C=NC(=NC1)CC=1N(C=2C(=C3CC[C@@H](N(C3=CC2)C(=O)OC)C)N1)C1CCCCC1